CSCCCOC=1C=C2C(=CNC2=CC1)CCNC(C)=O N-[2-(5-Methylthiopropoxy-1H-indol-3-yl)ethyl]acetamide